N-(3-(difluoromethyl)-1-methyl-1H-pyrazol-5-yl)-4-methylbenzamide FC(C1=NN(C(=C1)NC(C1=CC=C(C=C1)C)=O)C)F